(2R)-2-[[(2S,5R)-2-carbamoyl-3-methyl-7-oxo-1,6-diazabicyclo[3.2.1]oct-3-en-6-yl]oxy]-2-fluoro-acetic acid octyl ester C(CCCCCCC)OC([C@@H](F)ON1[C@@H]2C=C([C@H](N(C1=O)C2)C(N)=O)C)=O